(R)-methyl 2'-oxo-1,1',2',3-tetrahydrospiro[indene-2,3'-pyrrolo[2,3-B]pyridine]-5-carboxylate O=C1[C@]2(C=3C(=NC=CC3)N1)CC1=CC=C(C=C1C2)C(=O)OC